(4-methoxy-3,5-dimethylphenyl)lithium magnesium bromide chloride [Cl-].[Br-].[Mg+2].COC1=C(C=C(C=C1C)[Li])C